N1CCC(CC1)N1C(NC2=C1C=CC=C2)=O piperidin-4-yl-2,3-dihydro-1H-1,3-benzodiazol-2-one